(3aR,5s,6aS)-2-(3,3-dimethylbutyl)-N-[6-(3,5-dimethylisoxazol-4-yl)pyridazin-3-yl]-3,3a,4,5,6,6a-hexahydro-1H-cyclopenta[c]pyrrol-5-amine CC(CCN1C[C@@H]2[C@H](C1)CC(C2)NC=2N=NC(=CC2)C=2C(=NOC2C)C)(C)C